(2S)-2-(9H-fluoren-9-ylmethoxycarbonylamino)-2-(1-phenyl-4-piperidinyl)acetic acid C1=CC=CC=2C3=CC=CC=C3C(C12)COC(=O)N[C@H](C(=O)O)C1CCN(CC1)C1=CC=CC=C1